methyl 2-[4-(5-{2',7-di-methyl-1H,2'H-[3,4'-biindazol]-1-yl}pyridin-2-yl)-2-oxopiperazin-1-yl]acetate CN1N=C2C=CC=C(C2=C1)C1=NN(C2=C(C=CC=C12)C)C=1C=CC(=NC1)N1CC(N(CC1)CC(=O)OC)=O